BrC=1C(=C(C=CC1)NC(C1=NC=C(C=C1)C(OC)OC)=O)C N-(3-bromo-2-methylphenyl)-5-(dimethoxymethyl)picolinamide